(2S,4R)-N-[2-[cyclopropyl(methyl)amino]propyl]-1-[(2S)-2-(4-cyclopropyltriazol-1-yl)-3,3-dimethyl-butanoyl]-4-hydroxy-pyrrolidine-2-carboxamide C1(CC1)N(C(CNC(=O)[C@H]1N(C[C@@H](C1)O)C([C@H](C(C)(C)C)N1N=NC(=C1)C1CC1)=O)C)C